B#[Tm] thulium boride